C(C)(C)(C)C=1C=C(NC2=NC=NC=N2)C=C(C1)C(C)(C)C 3,5-di-t-butyl-anilino-1,3,5-triazine